C(C)OC(CC1CN(CC1)C1=C(C=C(C=C1F)C1=NC(=CC(=N1)OCC)C)F)=O {1-[4-(4-ethoxy-6-methyl-pyrimidin-2-yl)-2,6-difluoro-phenyl]-pyrrolidin-3-yl}-acetic acid ethyl ester